2-[2-(aminomethyl)-3,3-difluoro-allyl]-7-[2-(2,3-dihydro-1H-pyrido[2,3-b][1,4]oxazin-7-yl)ethynyl]-[1,2,4]triazolo[4,3-a]pyridin-3-one NCC(CN1N=C2N(C=CC(=C2)C#CC2=CC3=C(OCCN3)N=C2)C1=O)=C(F)F